imidazo[4,5-b]pyridin-7-amine N1C=NC2=NC=CC(=C21)N